ClC=1C(N(C(=CC1OCC1=NC=C(C=C1F)F)C)C1=CC(=NC=C1C)C1=NC(=NC=C1)N1N=C(C=C1C)C)=O 3-chloro-4-((3,5-difluoropyridin-2-yl)methoxy)-2'-(2-(3,5-dimethyl-1H-pyrazol-1-yl)pyrimidin-4-yl)-5',6-dimethyl-2H-[1,4'-bipyridin]-2-one